6-oxo-hexahydro-1H-pyrazino[1,2-a]pyrazine-2(6H)-carboxylic acid tert-butyl ester C(C)(C)(C)OC(=O)N1CC2N(CC1)C(CNC2)=O